3-(4-chlorophenyl)-N'-((4-chlorophenyl)sulfonyl)-4-phenyl-N-((1S,3R)-3-sulfamoyl-cyclopentyl)-4,5-dihydro-1H-pyrazole-1-carboxamidine ClC1=CC=C(C=C1)C1=NN(CC1C1=CC=CC=C1)C(=NS(=O)(=O)C1=CC=C(C=C1)Cl)N[C@@H]1C[C@@H](CC1)S(N)(=O)=O